C(#N)C1=CC(=C(COC2=CC=CC(=N2)N2N=C3C(=C2)CN(C3)CC3=NC2=C(N3CC3COC3)C=C(C=C2)C(=O)O)C=C1)F (S)-2-((2-(6-((4-cyano-2-fluorobenzyl)oxy)pyridin-2-yl)-2,6-dihydropyrrolo[3,4-c]pyrazol-5(4H)-yl)methyl)-1-(oxetan-3-ylmethyl)-1H-benzo[d]imidazole-6-carboxylic acid